ClC1=CC=C(S1)CNC1=CC(=NN1)C1CNCCC1 N-[(5-chlorothiophen-2-yl)methyl]-3-(piperidin-3-yl)-1H-pyrazol-5-amine